C1(CC1)CNC1=NC=CC(=C1)C=1OC=C(N1)C(=O)NC=1C(=NN(C1)C1CCN(CC1)C(CCC1CCNCC1)=O)C(F)F 2-[2-(Cyclopropylmethylamino)-4-pyridyl]-N-[3-(difluoromethyl)-1-[1-[3-(4-piperidyl)propanoyl]-4-piperidyl]pyrazol-4-yl]oxazole-4-carboxamide